FC1(C(C1)C1=NC=NC(=C1B1OC(C(O1)(C)C)(C)C)OC)F 4-(2,2-difluorocyclopropyl)-6-methoxy-5-(4,4,5,5-tetramethyl-1,3,2-dioxaborolan-2-yl)pyrimidine